C(C)(C)(C)OC(N[C@@H](C=O)C)=O (R)-tert-butyl(1-oxopropan-2-yl)carbamate